BrC=1C=C(N2N=CC=CC21)CO (5-bromopyrrolo[1,2-b]pyridazin-7-yl)methanol